(1R,2R)-3-amino-1-(2-bromo-4-fluorophenyl)-1-(o-tolyl)propan-2-ol NC[C@@H]([C@H](C1=C(C=CC=C1)C)C1=C(C=C(C=C1)F)Br)O